7-bromo-2-iodo-3-[(trifluoromethyl)sulfanyl]pyrazolo[1,5-a]pyridine BrC1=CC=CC=2N1N=C(C2SC(F)(F)F)I